(Z)-1-(2-(difluoromethyl)-4-(1-(4-(trifluoromethoxy)phenyl)-1H-1,2,4-triazol-3-yl)phenyl)-3-(3-(5-methyl-2-(2,2,2-trifluoroethoxy)phenyl)-4-oxothiazolidin-2-ylidene)urea FC(C1=C(C=CC(=C1)C1=NN(C=N1)C1=CC=C(C=C1)OC(F)(F)F)NC(=O)\N=C\1/SCC(N1C1=C(C=CC(=C1)C)OCC(F)(F)F)=O)F